2-(3'-hydroxyphenyl)-4-methoxybenzoic acid OC=1C=C(C=CC1)C1=C(C(=O)O)C=CC(=C1)OC